(R)-1-((5-fluoro-2-(2-methoxy-7-methylquinoxalin-5-yl)benzo[d]thiazol-6-yl)oxy)propan-2-yl (6-((S)-3-hydroxypiperidine-1-carbonyl)pyridin-3-yl)carbamate O[C@@H]1CN(CCC1)C(=O)C1=CC=C(C=N1)NC(O[C@@H](COC1=CC2=C(N=C(S2)C2=C3N=CC(=NC3=CC(=C2)C)OC)C=C1F)C)=O